methyl 5-amino-2,3,4-trifluorobenzoate NC=1C(=C(C(=C(C(=O)OC)C1)F)F)F